C1(CC1)C1=C(C(=CC(=C1)C(F)(F)F)OC)I 1-Cyclopropyl-2-iodo-3-methoxy-5-(trifluoromethyl)benzene